((2-(4-(2-((2-(bis(2-((2-Butyloctanoyl)oxy)ethyl)amino)ethyl)(2-((2-butyloctanoyl)oxy)ethyl)amino)ethyl)piperazin-1-yl)ethyl)azandiyl)bis(ethan-2,1-diyl)bis(2-butyloctanoat) C(CCC)C(C(=O)OCCN(CCN(CCN1CCN(CC1)CCN(CCC(C(=O)[O-])(CCCCCC)CCCC)CCC(C(=O)[O-])(CCCCCC)CCCC)CCOC(C(CCCCCC)CCCC)=O)CCOC(C(CCCCCC)CCCC)=O)CCCCCC